FC=1C=C2C(=[N+](C1)[O-])NN=C2C 5-fluoro-3-methyl-1H-pyrazolo[3,4-b]Pyridine 7-oxide